C1(CC1)N1N=CC(=C1)C=1C=C(C=CC1)N(C(=O)[C@@H]1CC[C@H](CC1)O)C[C@@H]1CC[C@H](CC1)C=1C=NC(=C(C1)C)OC trans-N-(3-(1-Cyclopropyl-1H-pyrazol-4-yl)phenyl)-4-hydroxy-N-((trans-4-(6-methoxy-5-methylpyridin-3-yl)cyclohexyl)methyl)cyclohexane-carboxamide